methyl 2-[(4-{5-[(4-chloro-2-fluorophenyl)methoxy]-1H-pyrazol-1-yl}piperidin-1-yl)methyl]-1-[(1,3-oxazol-5-yl)methyl]-1H-benzimidazole-6-carboxylate ClC1=CC(=C(C=C1)COC1=CC=NN1C1CCN(CC1)CC1=NC2=C(N1CC1=CN=CO1)C=C(C=C2)C(=O)OC)F